2-(2,4-difluorophenyl)-3-pyridinecarboxamide FC1=C(C=CC(=C1)F)C1=NC=CC=C1C(=O)N